5-(6-(difluoromethyl)-2-((3-methoxyphenyl)sulfinyl)pyrimidin-4-yl)-1-(3,4-dimethoxybenzyl)pyridin-2(1H)-one FC(C1=CC(=NC(=N1)S(=O)C1=CC(=CC=C1)OC)C=1C=CC(N(C1)CC1=CC(=C(C=C1)OC)OC)=O)F